NC=1C2=C(N=CN1)N(C(=C2C2=CC(=C(C=C2)OC2=NC(=CC=C2)C)OC)C2=NN(C(=C2)C)C2CCN(CC2)C(C=C)=O)C 1-(4-(3-(4-amino-5-(3-methoxy-4-((6-methylpyridin-2-yl)oxy)phenyl)-7-methyl-7H-pyrrolo[2,3-d]pyrimidin-6-yl)-5-methyl-1H-pyrazol-1-yl)piperidin-1-yl)prop-2-en-1-one